N-([1,1':3',1''-Terphenyl]-2'-yl-2,2'',3,3'',4,4'',5,5'',6,6''-d10)-3-nitrodibenzo[b,d]furan-2-amine C1(=C(C(=C(C(=C1[2H])[2H])[2H])[2H])[2H])C1=C(C(=CC=C1)C1=C(C(=C(C(=C1[2H])[2H])[2H])[2H])[2H])NC1=CC2=C(OC3=C2C=CC=C3)C=C1[N+](=O)[O-]